NC1=C(C=C2C(=N1)C(C=1C(=CC=CC1O2)Cl)=O)C=2C=NN(C2)CC2CCN(CC2)C(=O)OC(C)(C)C tert-butyl 4-((4-(2-amino-9-chloro-10-oxo-10H-chromeno[3,2-b]pyridin-3-yl)-1H-pyrazol-1-yl)methyl)piperidine-1-carboxylate